[Co].C1(C=CC=C1)C=CC=CCC cyclopentadienyl-(1,3-hexadiene) cobalt